ClC=1SC=C(C1C(=O)OC)C(F)(F)F methyl 2-chloro-4-(trifluoromethyl)thiophene-3-carboxylate